COC1=CC=C(C=C1)CC(=O)NS(=O)(=O)C 2-(4-methoxyphenyl)-N-(methylsulfonyl)acetamide